COC1=CC=C2C=CN(C2=C1)C(=O)[O-] 6-methoxy-1H-indole-1-carboxylate